4-fluoro-5-morpholinobenzene-1,2-diamine FC=1C=C(C(=CC1N1CCOCC1)N)N